N1N=NC2=C1N=CC=C2 7-azabenzotriAzole